((S)-2-(((2R,3S,4R,5R)-5-(5-chloro-7-(cyclopentylamino)-3H-[1,2,3]triazolo[4,5-d]pyrimidin-3-yl)-3,4-dihydroxytetrahydrofuran-2-yl)methoxy)-1-methoxypropan-2-yl)phosphonic acid ClC=1N=C(C2=C(N1)N(N=N2)[C@H]2[C@@H]([C@@H]([C@H](O2)CO[C@@](COC)(C)P(O)(O)=O)O)O)NC2CCCC2